OC[C@H]1N(CC(=C1)C1=CC=C(C=C1)C(F)(F)F)C(=O)OC(C)(C)C tert-butyl (S)-2-(hydroxymethyl)-4-(4-(trifluoromethyl) phenyl)-2,5-dihydro-1H-pyrrole-1-carboxylate